[N+](=O)([O-])C1=CC=C(CN2C=C(C(C3=CC=CC=C23)=O)C2=NN=NN2)C=C1 1-(4-nitrobenzyl)-3-(1H-tetrazol-5-yl)quinolin-4(1H)-one